(±)-3-(2-(2-(4-methylcyclohex-3-en-1-yl)propyl)-1,3-dioxolan-4-yl)-1-phenylpropan-1-one CC1=CCC(CC1)C(CC1OCC(O1)CCC(=O)C1=CC=CC=C1)C